C(C)O\C=C/C=1C(=C(N(C(C1)=O)C)NC1=C(C=C(C=C1)SC)F)C(=O)OC methyl (Z)-4-(2-ethoxyvinyl)-2-((2-fluoro-4-(methylthio)phenyl)amino)-1-methyl-6-oxo-1,6-dihydropyridine-3-carboxylate